(R)-2-(6-cyanopyridin-3-yl)-N-(2-fluoro-3-hydroxy-3-methylbutyl)-8-(isopropylamino)imidazo[1,2-b]pyridazine-7-carboxamide C(#N)C1=CC=C(C=N1)C=1N=C2N(N=CC(=C2NC(C)C)C(=O)NC[C@H](C(C)(C)O)F)C1